1-((((cyclohexyloxy)carbonyl)oxy)methyl)-5-(4-(hexyloxy)-1,2,5-thiadiazol-3-yl)-1-methyl-1,2,3,6-tetrahydropyridin-1-ium iodide [I-].C1(CCCCC1)OC(=O)OC[N+]1(CCC=C(C1)C1=NSN=C1OCCCCCC)C